1-amino-2-indenol NC1C(=CC2=CC=CC=C12)O